[3-[tert-butyl(dimethyl)silyl]oxy-2,6-dimethyl-phenyl]boronic acid [Si](C)(C)(C(C)(C)C)OC=1C(=C(C(=CC1)C)B(O)O)C